tert-Butyl 4-(4-(4,4,5,5-tetramethyl-1,3,2-dioxaborolan-2-yl)-5-(trifluoromethyl)-1H-pyrazol-1-yl)piperidine-1-carboxylate CC1(OB(OC1(C)C)C=1C=NN(C1C(F)(F)F)C1CCN(CC1)C(=O)OC(C)(C)C)C